2-(4-chloro-3-nitrophenoxy)pyridine ClC1=C(C=C(OC2=NC=CC=C2)C=C1)[N+](=O)[O-]